ethyl 3-(1-{2-[2-(benzyloxy)ethoxy]ethyl}-4-methyl-1H-benzotriazol-5-yl)-3-[3-(hydroxymethyl)-4-methylphenyl]propanoate C(C1=CC=CC=C1)OCCOCCN1N=NC2=C1C=CC(=C2C)C(CC(=O)OCC)C2=CC(=C(C=C2)C)CO